(6S,8R)-N-(3-chloro-4-(pyrimidin-2-yl)phenyl)-8-(1-(difluoromethyl)-1H-pyrazol-3-yl)-2-fluoro-8-methyl-7,8-dihydro-6H-cyclopenta[e]pyrazolo[1,5-a]pyrimidine-6-carboxamide ClC=1C=C(C=CC1C1=NC=CC=N1)NC(=O)[C@H]1C[C@@](C2=C1C=NC=1N2N=C(C1)F)(C)C1=NN(C=C1)C(F)F